3,6-dibromo-1-chloro-isoquinoline BrC=1N=C(C2=CC=C(C=C2C1)Br)Cl